fluoro-4-(((trans-2-(2-oxo-1,2,3,4-tetrahydroquinolin-6-yl)cyclopropyl)amino)methyl)piperidine-1-carboxylic acid benzyl ester C(C1=CC=CC=C1)OC(=O)N1C(CC(CC1)CN[C@H]1[C@@H](C1)C=1C=C2CCC(NC2=CC1)=O)F